BrC1=C(C=CC(=C1)N1CCOCC1)NC(=O)C=1C=NN2C1N=C(C=C2)N[C@H]2CNCCC2 (R)-N-(2-bromo-4-morpholinophenyl)-5-(piperidin-3-ylamino)pyrazolo[1,5-a]pyrimidine-3-carboxamide